FC=1C=C(C=CC1F)N1C(CC[C@H]1C1=NC2=C(N1C1CC(OCC1)C)C=CC(=C2)C=2C(=NOC2C)C)=O (5S)-1-(3,4-difluorophenyl)-5-(5-(3,5-dimethylisoxazol-4-yl)-1-(2-methyltetrahydro-2H-pyran-4-yl)-1H-benzo[d]imidazol-2-yl)pyrrolidin-2-one